C(C)OC(=O)C=1C=C(C=CC1)C1=CC(=CC=C1)CC(C(=O)OC(C)(C)C)(C)C 3'-(3-(tert-butoxy)-2,2-dimethyl-3-oxopropyl)-[1,1'-biphenyl]-3-carboxylic acid ethyl ester